OC1=CC(=C2C(C=C(OC2=C1)CC(C)O)=O)CO (2'S)-7-hydroxy-5-hydroxymethyl-2-(2'-hydroxypropyl)chromone